C(C)(C)(C)OC(=O)N[C@@H]1CC[C@H](CC1)/C(=C/C(=O)OCC)/OS(=O)(=O)C1=CC=C(C)C=C1 ethyl (Z)-3-(trans-4-((tert-butoxycarbonyl)amino)cyclohexyl)-3-(tosyloxy)acrylate